O1CCN(CC1)S(=O)(=O)C=1C=NC2=CC=C(C=C2C1NC1=C(C(=O)O)C=CC=C1)C1=C2C(=CN=C1)NC=C2 2-[[3-morpholinosulfonyl-6-(1H-pyrrolo[2,3-c]pyridin-4-yl)-4-quinolyl]amino]benzoic acid